ClC1=NC=C(C=C1)C(C)N1CC(C1)F 2-chloro-5-(1-(3-fluoroazetidin-1-yl)ethyl)pyridine